FC1=CC2=C(C=CS2)C(=C1)N1CCN(CC1)CCC1=CC=C2CCC(N(C2=C1)C(=O)OC(C)C)=O Isopropyl 7-(2-(4-(6-fluorobenzothiophen-4-yl) piperazin-1-yl) ethyl)-2-oxo-3,4-dihydroquinoline-1(2H)-carboxylate